7-[(5-fluoro-2-pyridyl)methyl]-2-azaspiro[3.5]nonane FC=1C=CC(=NC1)CC1CCC2(CNC2)CC1